(R)-2-(2-isopropylphenyl)-9-(4-(3-methylmorpholine-4-carbonyl)benzyl)-7,9-dihydro-8H-purin-8-one C(C)(C)C1=C(C=CC=C1)C1=NC=C2NC(N(C2=N1)CC1=CC=C(C=C1)C(=O)N1[C@@H](COCC1)C)=O